3-((S)-2-hydroxy-3-((R)-8-(1-methyl-2,3-dihydro-1H-pyrido[2,3-b][1,4]oxazin-7-ylsulfonyl)-1-oxa-8-azaspiro[4.5]decan-3-ylamino)propoxy)-N-((R)-1-hydroxypropan-2-yl)benzenesulfonamide O[C@H](COC=1C=C(C=CC1)S(=O)(=O)N[C@@H](CO)C)CN[C@H]1COC2(C1)CCN(CC2)S(=O)(=O)C2=CC1=C(OCCN1C)N=C2